C(C)(C)(C)OC(N(CC1=C(C=CC2=C1CCO2)F)C2=NC=C(C=1N2C=C(N1)C#N)C1=NNC=C1)=O (2-cyano-8-(1H-pyrazol-3-yl)imidazo[1,2-c]Pyrimidin-5-yl)((5-fluoro-2,3-dihydrobenzofuran-4-yl)methyl)carbamic acid tert-butyl ester